1-oxa-8-azaspiro[4.5]decan-3-ol hydrochloride Cl.O1CC(CC12CCNCC2)O